FC1=C(C=C(C(=C1)OC1(CC1)C(=O)OC)[N+](=O)[O-])C1=C(C(=C(C(=C1F)F)F)F)F methyl 1-((2,2',3',4',5',6'-hexafluoro-5-nitro-[1,1-biphenyl]-4-yl)oxy)cyclopropane-1-carboxylate